C1=CC=CC=2C3=CC=CC=C3C(=CC12)C1C(C(C1)C(=O)OC)C(=O)OC Dimethyl 3-(phenanthren-9-yl)cyclobutane-1,2-dicarboxylate